4-((4-((4-amino-5-methyl-7,8-dihydro-6H-cyclopenta[5,6]pyrido[2,3-d]pyrimidin-2-yl)amino)piperidin-1-yl)methyl)-3-hydroxybenzonitrile NC=1C2=C(N=C(N1)NC1CCN(CC1)CC1=C(C=C(C#N)C=C1)O)N=C1C(=C2C)CCC1